N1N=NN=C1N1CCC(CC1)N1C(=NC2=C3CC[C@@H](N(C3=CC=C21)C(=O)OC)C)CC2=CC=CC=C2 methyl (S)-3-(1-(1H-tetrazol-5-yl)piperidin-4-yl)-2-benzyl-7-methyl-3,7,8,9-tetrahydro-6H-imidazo[4,5-f]quinoline-6-carboxylate